2-(1-(5-fluoropyrimidin-2-yl)pyrrolidin-3-yl)-2-methylpropanoic acid FC=1C=NC(=NC1)N1CC(CC1)C(C(=O)O)(C)C